C(CCC)C1=NC2(C(N1CC1=CC(=C(C=C1)C=1C(=CC=CC1)S(=O)(=O)NC1=NOC(=C1C)C)COCC)=O)CCN(CC2)C2CCC(CC2)(F)F 4'-((2-butyl-8-(4,4-difluorocyclohexyl)-4-oxo-1,3,8-triazaspiro[4.5]dec-1-en-3-yl)methyl)-N-(4,5-dimethylisoxazol-3-yl)-2'-(ethoxymethyl)-[1,1'-biphenyl]-2-sulfonamide